ClCC(=O)N1CCN(CC1)S(=O)(=O)CC1=CC=CC=C1 2-chloro-1-(4-toluenesulfonylpiperazin-1-yl)ethan-1-one